1-(4-(2-(2-aminopyridin-3-yl)-5-phenyl-3H-imidazo[4,5-b]pyridin-3-yl)benzyl)-2,2-dimethylpiperidine-4-carboxylic acid NC1=NC=CC=C1C1=NC=2C(=NC(=CC2)C2=CC=CC=C2)N1C1=CC=C(CN2C(CC(CC2)C(=O)O)(C)C)C=C1